benzene-dione C1(C(C=CC=C1)=O)=O